C(C)OC(=O)C1=CN(C2=C(C(=C(C=C2C1=O)F)N1CC(CC1)CNCC)F)CC 1-ethyl-4-oxo-6,8-difluoro-7-[3-(ethylaminomethyl)pyrrolidine-1-yl]-1,4-dihydro-quinoline-3-carboxylic acid ethyl ester